glycerol tri-montanate C(CCCCCCCCCCCCCCCCCCCCCCCCCCC)(=O)OCC(OC(CCCCCCCCCCCCCCCCCCCCCCCCCCC)=O)COC(CCCCCCCCCCCCCCCCCCCCCCCCCCC)=O